BrC1=CC=C(C=C1)CC1CCCC1 1-bromo-4-(cyclopentylmethyl)benzene